C1(CC1)NC=1N=CC2=C(N1)N(C(C(=C2)N2CCNC1=C(C=CC=C21)C)=O)C2CCN(CC2)C 2-(cyclopropylamino)-6-(5-methyl-3,4-dihydro-2H-quinoxalin-1-yl)-8-(1-methyl-4-piperidyl)pyrido[2,3-d]pyrimidin-7-one